C(CCC)S(=O)(=O)NC1=CC=C(C=C1)C=1C2=C(N=C(N1)NC(=O)C1CC1)NC=C2 N-(4-(4-(butylsulfonylamino)phenyl)-7H-pyrrolo[2,3-d]pyrimidin-2-yl)cyclopropylcarboxamide